N-[1-(2-azaspiro[3.5]nonan-7-yl)-3-(difluoromethyl)pyrazol-4-yl]pyrazolo[1,5-a]pyrimidine-3-carboxamide C1NCC12CCC(CC2)N2N=C(C(=C2)NC(=O)C=2C=NN1C2N=CC=C1)C(F)F